C(C)OCOC1=C(C(=CC(=C1)C(F)(F)F)F)C1=C(N=C(N=N1)N[C@H]1CN(CCC1)CC)C 6-[2-(Ethoxymethoxy)-6-fluoro-4-(trifluoromethyl)phenyl]-N-[(3R)-1-ethyl-3-piperidyl]-5-methyl-1,2,4-triazin-3-amine